(2RS)-2-[furfuryl (imidazol-1-ylcarbonyl) amino-carbonyl]Pent-4-enyl butyrate C(CCC)(=O)OC[C@@H](CC=C)C(=O)N(C(=O)N1C=NC=C1)CC1=CC=CO1 |r|